tert-Butyl 3-(((1S)-1-(5-((5-chloro-4-fluoro-2,3-dihydro-1H-inden-2-yl)amino)pyridin-2-yl)-2,2,2-trifluoroethyl)(methyl)carbamoyl)azetidine-1-carboxylate ClC=1C(=C2CC(CC2=CC1)NC=1C=CC(=NC1)[C@@H](C(F)(F)F)N(C(=O)C1CN(C1)C(=O)OC(C)(C)C)C)F